(S)-4-((1-(8-(6-(dimethylamino)pyridin-3-yl)-1-oxo-2-phenyl-1,2-dihydroisoquinolin-3-yl)ethyl)amino)pyrido[2,3-d]pyrimidin-5(8H)-one CN(C1=CC=C(C=N1)C=1C=CC=C2C=C(N(C(C12)=O)C1=CC=CC=C1)[C@H](C)NC=1C2=C(N=CN1)NC=CC2=O)C